2-(3,4-dihydroxy-5-methoxyphenyl)-1-(oxetan-3-yl)-N-phenyl-1H-benzo[d]imidazole-6-sulfonamide OC=1C=C(C=C(C1O)OC)C1=NC2=C(N1C1COC1)C=C(C=C2)S(=O)(=O)NC2=CC=CC=C2